CCCCCCCCCCCCCCCCCCCC=CC(=O)OC docosenoic acid methyl ester